hydroxyisopropylketone OC(C)(C)C(=O)C(C)(C)O